ClC1=CC=CC(=N1)F 6-chloro-2-fluoropyridine